NC1=C(C=C(C(=N1)F)C1=NC(=C(C=C1)N1CCOCC1)CN(C)CCOC)C=1C=C2CCNC(C2=CC1F)=O 6-(6'-amino-2'-fluoro-6-(((2-methoxyethyl)(methyl)amino)methyl)-5-morpholino-[2,3'-bipyridin]-5'-yl)-7-fluoro-3,4-dihydroisoquinolin-1(2H)-one